CC=1NC2=CC=CC=C2C1CCC(=O)O 3-(2-methyl-1H-indol-3-yl)propanoic acid